ClC=1C(=NC=CC1)C1=NC(=NC(=N1)NC(C)C)NC1=CC=CC=C1 (3-chloropyridin-2-yl)-N2-isopropyl-N4-Phenyl-1,3,5-triazine-2,4-diamine